trans-2-hexen-1-al C(\C=C\CCC)=O